[N+](=O)([O-])C1=C(C=CC=C1)C1=NN=C(O1)[C@H](CC=C)NC(OC(C)(C)C)=O (S)-tert-Butyl 1-(5-(2-nitrophenyl)-1,3,4-oxadiazol-2-yl)but-3-enylcarbamate